4-benzyl-2-(thiophen-2-yl)morpholine-2-d C(C1=CC=CC=C1)N1CC(OCC1)([2H])C=1SC=CC1